(5R,6R)-6-cyclohexyl-5-(4-(4-(dimethoxymethyl)piperidin-1-yl)-2-methylphenyl)-5,6,7,8-tetrahydronaphthalen-2-ol C1(CCCCC1)[C@@H]1[C@@H](C=2C=CC(=CC2CC1)O)C1=C(C=C(C=C1)N1CCC(CC1)C(OC)OC)C